NCCC(=O)N1[C@@H](CCC1)C(=O)NC=1SC2=C(N1)C=CC(=C2)OC(F)(F)F (S)-1-(3-aminopropanoyl)-N-(6-(trifluoromethoxy)benzo[d]thiazol-2-yl)pyrrolidine-2-carboxamide